(S)-2-ethyl-1-(cyclopropylcarbonyl)piperazine trifluoroacetate FC(C(=O)O)(F)F.C(C)[C@@H]1N(CCNC1)C(=O)C1CC1